N-(7-((3r,5r,7r)-adamantan-1-yl)heptyl)-5-(4-chlorophenyl)-1-(2,4-dichlorophenyl)-4-methyl-1H-pyrazole-3-carboxamide C12(CC3CC(CC(C1)C3)C2)CCCCCCCNC(=O)C2=NN(C(=C2C)C2=CC=C(C=C2)Cl)C2=C(C=C(C=C2)Cl)Cl